COC=1C=C(C=CC1OC)C(\C=C\N(C)C)=O (E)-1-(3,4-dimethoxyphenyl)-3-(dimethylamino)prop-2-en-1-one